NC(=O)N1C=NC=C1 aminocarbonyl-[1H]-imidazole